(S)-N-(1-cyclohexyl-2-((3-fluoro-4-(2-methylpyridin-3-yl)phenyl)amino)-2-oxoethyl)-1-isopropyl-1H-pyrazole-5-carboxamide C1(CCCCC1)[C@@H](C(=O)NC1=CC(=C(C=C1)C=1C(=NC=CC1)C)F)NC(=O)C1=CC=NN1C(C)C